4-(2-bromophenyl)-9,9-dimethyl-9H-fluorene BrC1=C(C=CC=C1)C1=CC=CC=2C(C3=CC=CC=C3C12)(C)C